L-histidine-hydrate O.N[C@@H](CC1=CNC=N1)C(=O)O